ClC=1C=C(C(=NC1)C1=NC=CC=C1)C(=O)OC methyl 5-chloro-[2,2'-bipyridine]-3-carboxylate